CC(C)CCCCCCCCCCCCCCCCCCC(=O)O The molecule is a methyl-branched fatty acid that is henicosanoic acid substituted by a methyl group at position 20. It is a branched-chain saturated fatty acid, a long-chain fatty acid and a methyl-branched fatty acid. It derives from a henicosanoic acid.